FC1=CC=C(C=C1)NC(=O)C1(CCC1)C=1N=C2CCCN(C2=CC1)C(=O)OC1CC1 cyclopropyl 6-(1-((4-fluorophenyl)carbamoyl)cyclobutyl)-3,4-dihydro-1,5-naphthyridine-1(2H)-carboxylate